O1N=CC(=C1)NC(=O)[C@H]1CC12CCN(CC2)C(=O)OC(C(F)(F)F)C(F)(F)F 1,1,1,3,3,3-Hexafluoropropan-2-yl (S)-1-(isoxazol-4-ylcarbamoyl)-6-azaspiro[2.5]octan-6-carboxylat